1,3-Dimethyl-5-pyrazolon CN1N=C(CC1=O)C